C1=NC(=CC2=CC=CC=C12)CN1C[C@H](CC1)OC=1C=C2CN(C(C2=CC1)=O)C1C(NC(CC1)=O)=O 3-(5-(((S)-1-(Isoquinolin-3-ylmethyl)pyrrolidin-3-yl)oxy)-1-oxoisoindolin-2-yl)piperidine-2,6-dione